diisodecyloxypentaerythritol diphosphite OP(O)OP(O)O.C(CCCCCCC(C)C)OC(O)(C(CO)(CO)CO)OCCCCCCCC(C)C